(1S,3S)-tert-butyl 3-aminocyclohexylcarbamate N[C@@H]1C[C@H](CCC1)NC(OC(C)(C)C)=O